2-(1-cyclohexylethoxy)-4-{3-[1-(1-ethoxyethoxy)ethyl]-4-methyl-5-oxo-4,5-dihydro-1H-1,2,4-triazol-1-yl}-5-fluorobenzoic acid C1(CCCCC1)C(C)OC1=C(C(=O)O)C=C(C(=C1)N1N=C(N(C1=O)C)C(C)OC(C)OCC)F